(4-(amino-methyl)piperidin-1-yl)(4-((3-(4-methoxyphenyl)imidazo[1,2-a]pyrazin-8-yl)amino)-2-meth-ylphenyl)methanone hydrochloride Cl.NCC1CCN(CC1)C(=O)C1=C(C=C(C=C1)NC=1C=2N(C=CN1)C(=CN2)C2=CC=C(C=C2)OC)C